m-nitrobenzyl chloride [N+](=O)([O-])C=1C=C(CCl)C=CC1